Racemic-3-(3-chloro-4-fluorophenyl)-1-(1-(2-(3-hydroxypropyl)-1-oxo-1,2-dihydroisoquinolin-4-yl)ethyl)-1-methylurea ClC=1C=C(C=CC1F)NC(N(C)[C@H](C)C1=CN(C(C2=CC=CC=C12)=O)CCCO)=O |r|